(S)-4-(5-(3-((2-((S)-3-carboxybutyl)-4-fluoro-6-methoxybenzo[b]thiophen-5-yl)oxy)propoxy)-6-methoxybenzo[b]thiophen-2-yl)-2-methyl-4-oxobutanoic acid C(=O)(O)[C@H](CCC1=CC2=C(S1)C=C(C(=C2F)OCCCOC2=CC1=C(SC(=C1)C(C[C@@H](C(=O)O)C)=O)C=C2OC)OC)C